NC1(CCC2(C(=CC3=CC=4OCCOC4C=C23)Br)CC1)C(=O)O 4-amino-7'-bromo-2',3'-dihydrospiro[cyclohexane-1,6'-indeno[5,6-b][1,4]dioxine]-4-carboxylic acid